(1R,3S,5R)-2-(2-(3-(1,3-dioxolan-2-yl)-5-(2-methylpyrimidin-5-yl)-1H-indazol-1-yl)acetyl)-N-(6-bromo-3-methylpyridin-2-yl)-5-methyl-2-azabicyclo[3.1.0]hexane-3-carboxamide O1C(OCC1)C1=NN(C2=CC=C(C=C12)C=1C=NC(=NC1)C)CC(=O)N1[C@@H]2C[C@@]2(C[C@H]1C(=O)NC1=NC(=CC=C1C)Br)C